C(#C)C1=CC=C(C=C1)NS(=O)(=O)C1=CNC2=CC(=CC=C12)S(=O)(=O)C N-(4-ethynylphenyl)-6-(methylsulfonyl)-1H-indole-3-sulfonamide